BrC=1N=C(N(N1)C1=NC=CC=N1)C(C)N 1-(5-bromo-2-pyrimidin-2-yl-1,2,4-triazol-3-yl)ethanamine